5-[(R)-(1,3-dimethyl-azetidin-3-yl)-hydroxy-(4-isopropyl-phenyl)-methyl]-nicotinamide CN1CC(C1)(C)[C@@](C=1C=NC=C(C(=O)N)C1)(C1=CC=C(C=C1)C(C)C)O